(R)-1-(isobutyryloxy)ethyl (R)-2-(2-cyclopropylethyl)-4-(3-(1,1-dioxido-4-oxo-1,2,5-thiadiazolidin-2-yl)-2-fluoro-4-hydroxyphenyl)-2,5-dihydro-1H-pyrrole-1-carboxylate C1(CC1)CC[C@H]1N(CC(=C1)C1=C(C(=C(C=C1)O)N1S(NC(C1)=O)(=O)=O)F)C(=O)O[C@H](C)OC(C(C)C)=O